F[P-](F)(F)(F)(F)F.F[P-](F)(F)(F)(F)F.C1(=CC=CC=C1)[S+](C1=CC=C(C=C1)SC1=CC=C(C=C1)[S+](C1=CC=CC=C1)C1=CC=CC=C1)C1=CC=CC=C1 bis(4-(diphenylsulfonio) phenyl) sulfide bis(hexafluorophosphate)